N-(3,5-dimethoxyphenyl)-4-methyl-N-(trifluorometh-yl)benzenesulfonamide COC=1C=C(C=C(C1)OC)N(S(=O)(=O)C1=CC=C(C=C1)C)C(F)(F)F